C(#N)C=1C(=NC(=C(C1CC)C#N)N1CCN(CC1)CC1=CN=CS1)SC(C(=O)N)C1=CC=CC=C1 2-((3,5-dicyano-4-ethyl-6-(4-(thiazol-5-ylmethyl)piperazin-1-yl)pyridin-2-yl)thio)-2-phenyl-acetamide